ClC1=NC=C(C(=N1)OC)C=C1CCN(CC1)C(=O)OC(C)(C)C tert-Butyl 4-((2-chloro-4-methoxypyrimidin-5-yl)methylene)piperidine-1-carboxylate